S1C(=NC2=C1C=CC=C2)C(=O)O 1,3-benzothiazole-2-carboxylic acid